C1(=CC=CC=C1)C(C1=CC=CC=C1)=NC(C(=O)OC(C)(C)C)CC1OCCCC1 tert-butyl 2-((diphenylmethylene)amino)-3-(tetrahydro-2H-pyran-2-yl)propanoate